FC1=C(C=CC=C1)SC(C(C)=O)=C(C)O 3-(2-fluorophenyl-thio)-4-hydroxypent-3-en-2-one